tert-butyl 5-(2-(2-(trifluoromethyl)pyridin-3-yl)prop-1-en-1-yl)-3,6-dihydropyridine-1(2H)-carboxylate FC(C1=NC=CC=C1C(=CC1=CCCN(C1)C(=O)OC(C)(C)C)C)(F)F